C(#N)C=1N=CC(=NC1)[C@@H](C)NC(CC=1C(NC2=CC(=C(C=C2C1)F)F)=O)=O (R)-N-(1-(5-cyanopyrazin-2-yl)ethyl)-2-(6,7-difluoro-2-oxo-1,2-dihydroquinolin-3-yl)acetamide